FC1(CNCC1)C1=NC(=CC=C1)C(F)(F)F 2-(3-Fluoropyrrolidin-3-yl)-6-(trifluoromethyl)pyridine